BrC1=CC=C(C=C1)C(C)(C)NC(=O)C1CNC(C1)=O N-(2-(4-bromophenyl)propan-2-yl)-5-oxopyrrolidine-3-carboxamide